C(C1=CC=CC=C1)NC=1SCC(=NN1)C=1C=CC2=C(N(C(N2)=O)C)C1 6-(2-(benzylamino)-6H-1,3,4-thiadiazin-5-yl)-1-methyl-1H-benzo[d]imidazol-2(3H)-one